C1(=CC=CC=C1)C1=C(C(=NN=N1)C1=C(C=CC=2OC3=C(C21)C=CC=C3)C3=CC=CC=C3)C3=NC2=C(C(=C3C)C)C=3C=CC=CC3C2 phenyl-(dimethylindenopyridineyl)(phenyldibenzofuranyl)triazine